BrC1=CC=C(C=C1)C1=CC(=CC(=C1)C(C)(C)C)C(C)(C)C 4'-bromo-3,5-di-tert-butylbiphenyl